N-[(1S)-2-[4-(2,4-dimethylpyrazol-3-yl)anilino]-1-[(1R)-6-[6-[(1S,4S)-2-oxa-5-azabicyclo[2.2.1]heptan-5-yl]pyrimidin-4-yl]indan-1-yl]-2-oxo-ethyl]-2-methyl-pyrazole-3-carboxamide CN1N=CC(=C1C1=CC=C(NC([C@H]([C@@H]2CCC3=CC=C(C=C23)C2=NC=NC(=C2)N2[C@@H]3CO[C@H](C2)C3)NC(=O)C=3N(N=CC3)C)=O)C=C1)C